3-(4-(4-((tetrahydro-21Z-pyran-2-yl)oxy)butyl)phenyl)-4H-chromen-4-one O1C(CCCC1)OCCCCC1=CC=C(C=C1)C1=COC2=CC=CC=C2C1=O